4-((2-hydroxy-2-phenylethyl)amino)-3-nitrobenzamide OC(CNC1=C(C=C(C(=O)N)C=C1)[N+](=O)[O-])C1=CC=CC=C1